2'-(2-Hydroxy-4-isopropylphenyl)-1',3-dimethyl-1-phenyl-3'H-spiro[pyrazole-4,9'-pyrazolo[1,2-a]indazole]-3',5(1H)-dione OC1=C(C=CC(=C1)C(C)C)C1=C(N2N(C=3C=CC=CC3C23C(=NN(C3=O)C3=CC=CC=C3)C)C1=O)C